O1C2N(C(C13CCC3)=O)CCC2 tetrahydro-3'H-spiro[cyclobutane-1,2'-pyrrolo[2,1-b][1,3]oxazol]-3'-one